bis(phenylacetoacetate) palladium [Pd+2].C1(=CC=CC=C1)CC(CC(=O)[O-])=O.C1(=CC=CC=C1)CC(CC(=O)[O-])=O